(4-fluorophenyl)(5-(2-morpholinopyridin-4-yl)-1H-pyrrolo[2,3-b]pyridin-3-yl)methanone Stearyl-myristat C(CCCCCCCCCCCCCCCCC)OC(CCCCCCCCCCCCC)=O.FC1=CC=C(C=C1)C(=O)C1=CNC2=NC=C(C=C21)C2=CC(=NC=C2)N2CCOCC2